2-isopropyl-5-methyl-cyclohexanecarboxylic acid (4-methoxyphenyl)-amide COC1=CC=C(C=C1)NC(=O)C1C(CCC(C1)C)C(C)C